3-glycidyl-oxypropyl-methyl-dimethoxysilane Tert-butyl-(1-(methoxy(methyl)amino)-1-oxoprop-2-yl)(methyl)carbamate C(C)(C)(C)OC(N(C)C(C(=O)N(C)OC)C)=O.C(C1CO1)OCCC[Si](OC)(OC)C